2E-octenal Lauryl-Sarcosinate C(CCCCCCCCCCC)N(C)CC(=O)O.C(\C=C\CCCCC)=O